(2S,4S)-4-amino-5-biphenyl-4-yl-2-hydroxymethyl-pentanoic acid ethyl ester C(C)OC([C@@H](C[C@@H](CC1=CC=C(C=C1)C1=CC=CC=C1)N)CO)=O